methyl 1,4-dimethylterephthalate CC1(C(=O)OC)C=CC(C(=O)[O-])(C=C1)C